(S)-1-(3-(1-((2-ethyl-2H-pyrazolo[3,4-b]pyrazin-6-yl)amino)ethyl)phenyl)-3-(1-isobutyl-1H-pyrazol-4-yl)urea C(C)N1N=C2N=C(C=NC2=C1)N[C@@H](C)C=1C=C(C=CC1)NC(=O)NC=1C=NN(C1)CC(C)C